C(C)C1(C(=NC2=C(C=C(C=C12)C1=NC(=NC=C1F)NC1=NC=2CCN(CC2C=C1)C(C(=O)N)O)F)C)C (2-((4-(3-ethyl-7-fluoro-2,3-dimethyl-3H-indol-5-yl)-5-fluoropyrimidin-2-yl)amino)-7,8-dihydro-1,6-naphthyridin-6(5H)-yl)-2-hydroxyacetamide